2-hydroxy-1-benzenesulfonic acid OC1=C(C=CC=C1)S(=O)(=O)O